3-[5-[1-[[5-[7-benzyloxy-5-fluoro-6-(1,1,4-trioxo-1,2,5-thiadiazolidin-2-yl)-2-naphthyl]-1,3,4-oxadiazol-2-yl]methyl]-4-piperidyl]-3-methyl-2-oxo-benzimidazol-1-yl]piperidine-2,6-dione C(C1=CC=CC=C1)OC1=C(C(=C2C=CC(=CC2=C1)C1=NN=C(O1)CN1CCC(CC1)C1=CC2=C(N(C(N2C)=O)C2C(NC(CC2)=O)=O)C=C1)F)N1S(NC(C1)=O)(=O)=O